(S)-1-(5-(2-(1-cyclopropylethyl)-4-(2,2-difluoroethoxy)-3-oxo-2,3-dihydro-1H-pyrrolo[3,4-c]pyridin-6-yl)-4-methylthiazol-2-yl)-3-methylurea C1(CC1)[C@H](C)N1C(C=2C(=NC(=CC2C1)C1=C(N=C(S1)NC(=O)NC)C)OCC(F)F)=O